C(C)(C)(C)C(C(C=O)(O[SiH3])C)(C=1OC=CC1)C 3-tert-butyl-dimethyl-siloxy-3-(furan-2-yl)-propanal